N-(2-(1-(9-methyl-9H-purin-6-yl)piperidin-4-yl)ethyl)sulfamide CN1C2=NC=NC(=C2N=C1)N1CCC(CC1)CCNS(=O)(=O)N